[Zn+2].C(C1=CC=CC=C1)N(C([O-])=S)CC1=CC=CC=C1.C(C1=CC=CC=C1)N(C([O-])=S)CC1=CC=CC=C1 dibenzylthiocarbamic acid zinc salt